BrC1=NC(=NN1C1=CC(=CC=C1)Cl)C(=O)OCC ethyl 5-bromo-1-(m-chlorophenyl)-1,2,4-triazole-3-carboxylate